2-(3-(4-(7H-pyrrolo[2,3-d]pyrimidin-4-yl)-1H-pyrazol-1-yl)-1-((cyclopropylmethyl)sulfonyl)azetidin-3-yl)acetonitrile N1=CN=C(C2=C1NC=C2)C=2C=NN(C2)C2(CN(C2)S(=O)(=O)CC2CC2)CC#N